2-(1-((4-carboxyphenyl)amino)-3-(2,2-difluorocyclopropyl)-1-oxopropan-2-yl)-5-(3-chloro-6-(difluoromethyl)-2-fluorophenyl)pyridine 1-oxide C(=O)(O)C1=CC=C(C=C1)NC(C(CC1C(C1)(F)F)C1=[N+](C=C(C=C1)C1=C(C(=CC=C1C(F)F)Cl)F)[O-])=O